2-amino-6-chloro-3-(2,3-dichlorophenyl)-3,4-dihydropyrimidin-4-one NC1=NC(=CC(N1C1=C(C(=CC=C1)Cl)Cl)=O)Cl